N-(2-((2R,3S)-1-(2-fluoroethyl)-2-methylpiperidin-3-yl)thieno[2,3-b]pyridin-4-yl)benzo[d]thiazol-5-amine FCCN1[C@@H]([C@H](CCC1)C1=CC=2C(=NC=CC2NC=2C=CC3=C(N=CS3)C2)S1)C